(((3S,5R)-1-(4-(6-chloroimidazo[1,2-a]pyridin-3-yl)-6-methylpyrimidin-2-yl)-5-methylpiperidin-3-yl)imino)dimethyl-λ6-sulfanone ClC=1C=CC=2N(C1)C(=CN2)C2=NC(=NC(=C2)C)N2C[C@H](C[C@H](C2)C)N=S(=O)(C)C